N-(adamantan-2-yl)-2-(1,1-dioxido-1,2,6-thiadiazinan-2-yl)acetamide hydrochloride Cl.C12C(C3CC(CC(C1)C3)C2)NC(CN2S(NCCC2)(=O)=O)=O